1-(7Z,10Z,13Z,16Z-docosatetraenoyl)-glycero-3-phosphocholine CCCCC/C=C\C/C=C\C/C=C\C/C=C\CCCCCC(=O)OC[C@H](COP(=O)([O-])OCC[N+](C)(C)C)O